NC=1C=C2C(=NC=NC2=CC1)NC1=CC=CC=C1 6-amino-(4-anilinoquinazoline)